(E)-6-(4-(dimethylamino)styryl)-N-(5-((5-((2-(4-methoxypiperidin-1-yl)ethyl)carbamoyl)-1-methyl-1H-pyrrol-3-yl)carbamoyl)-1-methyl-1H-pyrrol-3-yl)nicotinamide CN(C1=CC=C(/C=C/C2=NC=C(C(=O)NC3=CN(C(=C3)C(NC3=CN(C(=C3)C(NCCN3CCC(CC3)OC)=O)C)=O)C)C=C2)C=C1)C